C1(=CC=CC=C1)C1(CC=C(C=C1)N(C=1C=C(C=CC1)C)C1=CC=CC=C1)NC=1C=C(C=CC1)C 1,N4-diphenyl-N1,N4-bis(m-tolyl)benzene-1,4-diamine